NC1=NS(NC2=C1C(=CC=C2)OCC(C(=O)NCCC)(C)C)(=O)=O 3-[(4-amino-2,2-dioxido-1H-2,1,3-benzothiadiazin-5-yl)-oxy]-2,2-dimethyl-N-propylpropan-amide